BrC1=C2C3=C(NC2=C(C=C1F)C(=O)N)CCS(C3)=O 9-bromo-8-fluoro-1,3,4,5-tetrahydrothiopyrano[4,3-b]Indole-6-carboxamide 2-oxide